C(C1=CC=CC=C1)OC=1C=C2C=CC(=C(C2=C(C1)Br)OCCCO[C@H]1CN(CCCC1)C(=O)OC(C)(C)C)F tert-butyl (R)-3-(3-((6-(benzyloxy)-8-bromo-2-fluoronaphthalen-1-yl)oxy)propoxy)azepane-1-carboxylate